Cl.COC=1C=CC2=C(CC3(CC3)NCC2)C1 8-methoxy-1,3,4,5-tetrahydrospiro[benzo[d]azepin-2,1'-cyclopropane] hydrochloride